tert-butyl (R)-3-amino-3-(3-chloro-2-tolyl)-1-pyrrolidinecarboxylate N[C@@]1(CN(CC1)C(=O)OC(C)(C)C)C1=C(C=CC=C1Cl)C